COC=1C=CC2=C(NC(=N2)SCC2=CC(OC3=CC=C(C=C23)C(C)(C)C)=O)C1 4-{[(6-Methoxy-1H-benzimidazol-2-yl)sulfanyl]methyl}-6-tert-butyl-2H-chromen-2-one